N1=CC(=CC=C1)C1=CC=C(C=C1)C1=NC=C2N=CNC2=N1 (4-(pyridin-3-yl)phenyl)-9H-purin